ClC=1C=C(C=C(C1OC[C@H](CCl)O)Cl)C(C)(C)C1=CC=C(OC[C@H](CNS(=O)(=O)C)O)C=C1 N-((S)-3-(4-(2-(3,5-dichloro-4-((R)-3-chloro-2-hydroxypropoxy)phenyl)propan-2-yl)phenoxy)-2-hydroxypropyl)methanesulfonamide